C(#N)CC(SC(N(C1=CC=CC=C1)C1=CC=CC=C1)=S)C cyanomethyl-diphenyl-dithiourethane